5-(3-(1-benzyl-6-oxo-1,6-dihydropyridin-3-yl)-2-fluoro-6-hydroxyphenyl)-1,2,5-thiadiazolidin-3-one 1,1-dioxide C(C1=CC=CC=C1)N1C=C(C=CC1=O)C=1C(=C(C(=CC1)O)N1CC(NS1(=O)=O)=O)F